C(CCC\C=C/CC)OC(CCCC(=O)OCCCCCCCBr)OCCCC\C=C/CC 7-bromoheptyl 5,5-bis(((Z)-oct-5-en-1-yl)oxy)pentanoate